isopropyl 1-carbamate C(N)(OC(C)C)=O